COC=1C=C2CCCC(C2=C(C1)OC)CN (6,8-dimethoxy-1,2,3,4-tetrahydronaphthalen-1-yl)methylamine